FC=1C=CC(=C(C(=O)O)C1)NC(C)C1=CC(=CN2C1=NC(=C(C2=O)C)N2CC1=CC=CC=C1C2)C 5-fluoro-2-((1-(2-(isoindolin-2-yl)-3,7-dimethyl-4-oxo-4H-pyrido[1,2-a]pyrimidin-9-yl)ethyl)amino)benzoic acid